3,5-dichloro-N-[2-[4-(hydroxymethyl)cyclohexyl]-6-(1-hydroxy-1-methyl-ethyl)indazol-5-yl]benzamide ClC=1C=C(C(=O)NC2=CC3=CN(N=C3C=C2C(C)(C)O)C2CCC(CC2)CO)C=C(C1)Cl